2-(3-bromophenyl)acetohydrazide benzyl-4-(3-benzyloxycyclobutoxy)piperidine-1-carboxylate C(C1=CC=CC=C1)OC(=O)N1CCC(CC1)OC1CC(C1)OCC1=CC=CC=C1.BrC=1C=C(C=CC1)CC(=O)NN